cadaverine-d4 N(C(CCCCN)([2H])[2H])([2H])[2H]